6-(((tert-butyldiphenylsilyl)oxy)methyl)-N-methyldec-3,8-diyne-1-amine [Si](C1=CC=CC=C1)(C1=CC=CC=C1)(C(C)(C)C)OCC(CC#CCCNC)CC#CC